tert-butyl-(7-(1,2-dimethyl-1H-imidazol-5-yl)-8-fluoro-4-iodo-isoquinolin-1-yl)carbamic acid tert-butyl ester C(C)(C)(C)OC(N(C1=NC=C(C2=CC=C(C(=C12)F)C1=CN=C(N1C)C)I)C(C)(C)C)=O